6-bromo-3-(hydroxymethyl)-3,4-dihydroisoquinolin-1(2H)-one BrC=1C=C2CC(NC(C2=CC1)=O)CO